N-[(1S)-1-(2,4-difluorophenyl)ethyl]-2-(4,7-dimethyl-2-oxo-1H-1,6-naphthyridin-3-yl)acetamide FC1=C(C=CC(=C1)F)[C@H](C)NC(CC=1C(NC2=CC(=NC=C2C1C)C)=O)=O